7-(5-chloro-2-fluorophenyl)-N-[(2,4-dimethoxyphenyl)methyl]-1-(pyridin-4-yl)-1H,2H,3H-pyrido[3,4-b][1,4]oxazin-5-amine ClC=1C=CC(=C(C1)C1=CC2=C(OCCN2C2=CC=NC=C2)C(=N1)NCC1=C(C=C(C=C1)OC)OC)F